(S)-N-((S)-1-((S)-9-chloro-4-ethyl-8-fluoro-4-hydroxy-3,14-dioxo-3,4,12,14-tetrahydro-1H-pyrano[3',4':6,7]indolizino[1,2-b]quinolin-11-yl)ethyl)-3-hydroxybutanamide ClC1=CC=2C(=C3C(=NC2C=C1F)C1=CC2=C(C(N1C3)=O)COC([C@]2(O)CC)=O)[C@H](C)NC(C[C@H](C)O)=O